CC1(CC(C=2C=C3N(C=4C=CC=CC4N(C3C3=CC=CC=C3)C(=O)OCC)C2C1)=O)C ethyl 10,10-dimethyl-8-oxo-6-phenyl-8,9,10,11-tetrahydroindolo[1,2-a]quinoxaline-5(6H)-carboxylate